(R)-9-benzyl-8-(2-chloro-4-((1-methylazepan-4-yl)oxy)phenyl)-6-(1-methylcyclopropoxy)-9H-purine C(C1=CC=CC=C1)N1C2=NC=NC(=C2N=C1C1=C(C=C(C=C1)O[C@H]1CCN(CCC1)C)Cl)OC1(CC1)C